OC1(CC=C(C=C1)O)O 1,4-dihydroxyphenol